F[C@@H]1[C@@H]([C@H]2CN[C@@]1(CC2)C)N(C2=CC=C(N=N2)C2=C(C=C(C=C2)N2C=NC=C2)O)C 2-(6-(((1R,4R,5R,6R)-6-fluoro-1-methyl-2-azabicyclo[2.2.2]octan-5-yl)(methyl)amino)pyridazin-3-yl)-5-(1H-imidazol-1-yl)phenol